ClC=1C(=CC(=C(C1)S(=O)(=O)NC=1N=CSC1)F)N[C@@H](C)C1=C(C=CC(=C1)CC(F)F)F (S)-5-chloro-4-((1-(5-(2,2-difluoroethyl)-2-fluorophenyl)ethyl)amino)-2-fluoro-N-(thiazol-4-yl)benzenesulfonamide